N1=C(C=CC=C1)NC(=O)[C@@H]1CC12CCN(CC2)C(=O)OC(C(F)(F)F)C(F)(F)F |r| 1,1,1,3,3,3-hexafluoro-propan-2-yl (±)-1-(pyridin-2-ylcarbamoyl)-6-azaspiro[2.5]octane-6-carboxylate